CSC1C(NC2=C(C=CC=C12)C(C1=CC=C(C=C1)Br)=O)=O 3-methylmercapto-7-(4-bromobenzoyl)-1,3-dihydro-2-indolone